FC1(CC1)C1=NN=C(O1)C1=C(NC2=CC=C(C=C2)C(F)(F)F)C=CC=C1 2-(5-(1-fluorocyclopropyl)-1,3,4-oxadiazol-2-yl)-N-(4-(trifluoromethyl)phenyl)aniline